C1(=CC=CC=C1)P(O)(O)C1=CC=CC=C1.C1(=CC=CC=C1)P(O)(O)C1=CC=CC=C1.O1C(=CC=C1)C(CO)(C(C)O)C 2-(2-furyl)-2-methyl-1,3-butanediol bis(diphenylphosphonite)